C(C)(C)(C)O[C@H](C(=O)OC)C=1C(=C2C(=NC1C)NC(=C2C)C)C2=CC=C(C=C2)Cl Methyl (S)-2-(tert-butoxy)-2-(4-(4-chlorophenyl)-2,3,6-trimethyl-1H-pyrrolo[2,3-b]pyridin-5-yl)acetate